(1H-indol-5-yl)-1-(3,4,5-trimethoxyphenyl)pyrrolo[1,2-a]pyrazine N1C=CC2=CC(=CC=C12)C=1N=C(C=2N(C1)C=CC2)C2=CC(=C(C(=C2)OC)OC)OC